HEXAHYDRONAPHTHALEN-2-ON C1C(CCC2CCCC=C12)=O